methyl-6-(4-aminophenyl)pyridazine-4-carboxylate COC(=O)C1=CN=NC(=C1)C1=CC=C(C=C1)N